5-(1-cyano-1-methyl-ethyl)-3-ethylsulfanyl-pyridine-2-carboxylic acid C(#N)C(C)(C)C=1C=C(C(=NC1)C(=O)O)SCC